ethyl ((4-mesityl-1-oxophthalazin-2(1H)-yl)methyl)carbamate C1(=C(C(=CC(=C1)C)C)C1=NN(C(C2=CC=CC=C12)=O)CNC(OCC)=O)C